1-[3-hydroxy-2-(5H-imidazo[1,5-b]isoindol-5-yl)-7-azaspiro[3.5]nonan-7-yl]-2-(3-methylisoxazol-5-yl)ethanone OC1C(CC12CCN(CC2)C(CC2=CC(=NO2)C)=O)C2N1C(C=3C=CC=CC23)=CN=C1